(S)-(2-methylazetidin-2-yl)methanol C[C@@]1(NCC1)CO